FC1=C(CN2C3CN(CC2C3)C3=CC=C(C=N3)C3=NC(=CC(=N3)NC3=NNC(=C3)C)C)C=C(C=C1)OC 2-(6-(6-(2-fluoro-5-methoxybenzyl)-3,6-diazabicyclo[3.1.1]heptan-3-yl)pyridin-3-yl)-6-methyl-N-(5-methyl-1H-pyrazol-3-yl)pyrimidin-4-amine